FC(S(=O)(=O)[O-])(F)F.FC1=CC(=C(C=C1)N1CCN(CC1)S(=O)(=O)N1C(=[N+](C=C1)C)C)OC 1-(4-(4-fluoro-2-methoxyphenyl)piperazin-1-ylsulfonyl)-2,3-dimethyl-1H-imidazol-3-ium trifluoromethanesulfonate